FC(C(=O)O)(F)F.C(C1=CC=CC=C1)OCC1CC(CC1)C(C#N)CN1N=CC(=C1)C=1C2=C(N=CN1)NC=C2 3-[(Benzyloxy)methyl]cyclopentyl-3-[4-(7H-pyrrolo[2,3-d]pyrimidin-4-yl)-1H-pyrazol-1-yl]propanenitrile trifluoroacetate Salt